F[C@@H]1CN(CCC1)CC(=O)NCC1=CC(=NC=C1)OCC(F)(F)F (S)-2-(3-Fluoropiperidin-1-yl)-N-((2-(2,2,2-trifluoroethoxy)pyridin-4-yl)methyl)acetamide